4-ethyl-1,3-di-oxolan-2-one C(C)C1OC(OC1)=O